CC=1C=C(C=C(C1)C)CCC1=CC(=CC(=C1)C)C (E)-1,2-bis(3,5-dimethylphenyl)ethane